(7-(8-ethyl-7-fluoro-3-hydroxynaphthalen-1-yl)-8-fluoro-2-(((2R,7aS)-2-fluorohexahydro-1H-pyrrolizin-7a-yl)methoxy)pyrido[4,3-d]pyrimidin-4-yl)-3-hydroxypiperidine-3-carboxamide C(C)C=1C(=CC=C2C=C(C=C(C12)C1=C(C=2N=C(N=C(C2C=N1)N1CC(CCC1)(C(=O)N)O)OC[C@]12CCCN2C[C@@H](C1)F)F)O)F